2-(3-chlorophenoxy)-N-phenyl-N-(thiophen-2-ylmethyl)acetamide Perfluorophenyl-14-hydroxy-3,6,9,12-tetraoxatetradecanoate FC(C(=O)O)(OC(C(OC(C(OC(C(OC(C(O)(F)F)(F)F)(F)F)(F)F)(F)F)(F)F)(F)F)(F)F)C1=C(C(=C(C(=C1F)F)F)F)F.ClC=1C=C(OCC(=O)N(CC=2SC=CC2)C2=CC=CC=C2)C=CC1